Methyl-2-(5-methyl-12-phenyl-5,6-dihydroindolo[2,1-a]isoquinolin-5-yl)acetate COC(CC1(CN2C(C=3C=CC=CC13)=C(C=1C=CC=CC12)C1=CC=CC=C1)C)=O